3-(((7-(2-aminopyrimidin-4-yl)-2,3-dihydrofuro[3,2-c]pyridin-4-yl)amino)methyl)-4-fluoro-N-(3-methoxypropyl)benzamide NC1=NC=CC(=N1)C=1C2=C(C(=NC1)NCC=1C=C(C(=O)NCCCOC)C=CC1F)CCO2